Tetraethylammonium chlorid Monohydrat O.[Cl-].C(C)[N+](CC)(CC)CC